sodium tetrakis(2-fluorophenyl)borate FC1=C(C=CC=C1)[B-](C1=C(C=CC=C1)F)(C1=C(C=CC=C1)F)C1=C(C=CC=C1)F.[Na+]